6-fluoro-5-(methylthio)-1H-indazol FC1=C(C=C2C=NNC2=C1)SC